[N+](=O)([O-])C1=CC=C(C=C1)NC(=O)N1CCC(CC1)C(=O)OC methyl 1-[(4-nitrophenyl)carbamoyl]piperidine-4-carboxylate